N-((3R,4R)-4-fluoro-1-(6-((3-methoxy-1-methyl-1H-pyrazol-4-yl)amino)-9-methyl-9H-purin-2-yl)pyrrolidin-3-yl)-2-(hydroxymethyl)acrylamide F[C@H]1[C@@H](CN(C1)C1=NC(=C2N=CN(C2=N1)C)NC=1C(=NN(C1)C)OC)NC(C(=C)CO)=O